bis(2-(bis(2-hydroxydodecyl)amino)ethyl)oxalate OC(CN(CCOC(C(=O)OCCN(CC(CCCCCCCCCC)O)CC(CCCCCCCCCC)O)=O)CC(CCCCCCCCCC)O)CCCCCCCCCC